heptadecyl-oxacetyl alcohol C(CCCCCCCCCCCCCCCC)C(OO)CCCCCCCCCCCCCC